COC=1C=C(C=CC1OC)C=1NC2=CC=C(C=C2C1C(C)C)N1CC2NCCCC2C1 6-(2-(3,4-dimethoxyphenyl)-3-isopropyl-1H-indol-5-yl)octahydro-1H-pyrrolo[3,4-b]pyridine